Cl.NCCOCCNC(C1=C(C=C(C=C1)NC=1C=2N(C=CN1)C(=CN2)C2=C(C(=C(C=C2)OC)F)F)CC)=O N-(2-(2-Aminoethoxy)ethyl)-4-((3-(2,3-difluoro-4-methoxyphenyl)imidazo[1,2-a]pyrazin-8-yl)amino)-2-ethylbenzamide hydrochloride